[N+](=O)([O-])C1=CC=C(CN2CC=C(C3=CC=CC=C23)C=CC=2C=NC3=CC=CC=C3C2)C=C1 1-(4-nitrobenzyl)-4-(2-(quinolin-3-yl)vinyl)quinoline